2-(((3R,4S)-4-(benzo[c][1,2,5]oxadiazol-5-yloxy)-3-hydroxy-3-(hydroxymethyl)pyrrolidin-1-yl)sulfonyl)-5-(trifluoromethyl)benzonitrile N=1ON=C2C1C=CC(=C2)O[C@@H]2[C@@](CN(C2)S(=O)(=O)C2=C(C#N)C=C(C=C2)C(F)(F)F)(CO)O